(6R)-17-amino-6-hydroxy-6,15-bis(trifluoromethyl)-12-[[4-(trifluoromethyl)phenyl]methyl]-19-oxa-3,4,12,18-tetrazatricyclo[12.3.1.12,5]nonadeca-1(18),2,4,14,16-pentaen-13-one NC1=CC(=C2C(N(CCCCC[C@@](C3=NN=C(C1=N2)O3)(C(F)(F)F)O)CC3=CC=C(C=C3)C(F)(F)F)=O)C(F)(F)F